C(C)(CC)N(C(C)CC)C(C1CCCCC1)C1CCCCC1 di-sec-butylaminodicyclohexylmethane